N-[(1S)-1-benzhydryl-2-[4-(3-methylimidazol-4-yl)anilino]-2-oxo-ethyl]-2-methyl-pyrazole-3-carboxamide C(C1=CC=CC=C1)(C1=CC=CC=C1)[C@@H](C(=O)NC1=CC=C(C=C1)C=1N(C=NC1)C)NC(=O)C=1N(N=CC1)C